CC=1C=C2CN(C(C2=CC1CC1=CC=C(C=C1)C=1N=NN(C1)C)=O)CC1OCCC1 5-methyl-6-(4-(1-methyl-1H-1,2,3-triazol-4-yl)benzyl)-2-(tetrahydrofuran-2-ylmethyl)isoindolin-1-one